OCC1CCN(CC1)C(=O)OC(C)(C)C tertbutyl 4-(hydroxymethyl)piperidine-1-carboxylate